O=C1N(CC2=CC(=CC=C12)C1=NC=CC(=C1)CN[C@H](C)C1=CC=CC=C1)C1C(NC(CC1)=O)=O 3-(1-oxo-5-(4-((((R)-1-phenylethyl)amino)methyl)pyridin-2-yl)isoindolin-2-yl)piperidine-2,6-dione